C(CC)OC1=CC=C(C=C1)C1=CC=C(C=C1)C(\C=C\C=1C=C2N=CC=NC2=CC1)=O (E)-1-(4'-propoxy-[1,1'-biphenyl]-4-yl)-3-(quinoxalin-6-yl)prop-2-en-1-one